(Z)-8-dodecen-1-ol acetate C(C)(=O)OCCCCCCC\C=C/CCC